3-((2-propoxy)benzyloxy)-N-(pyridin-3-yl)thiophene-2-carboxamide CC(C)OC(C1=CC=CC=C1)OC1=C(SC=C1)C(=O)NC=1C=NC=CC1